Methyl 2-(3-bromophenyl)-2-cyclobutylacetate BrC=1C=C(C=CC1)C(C(=O)OC)C1CCC1